C(CCCCC=C)(=O)OC(CC)(C)C 2-methyl-1,1-dimethylethyl 6-heptenoate